C(C)[C@]1(OCC=2C=NC(=CC21)C(=O)NC2C(N(C=1N(CC2)C=CN1)C)=O)C (1R)-1-Ethyl-1-methyl-N-(9-methyl-8-oxo-6,7,8,9-tetrahydro-5H-imidazo[1,2-a][1,3]diazepin-7-yl)-1,3-dihydrofuro[3,4-c]pyridin-6-carboxamid